5-[(2RS)-2-amino-3-chloropropyl]-2-methoxybenzenesulfonamide N[C@H](CC=1C=CC(=C(C1)S(=O)(=O)N)OC)CCl |r|